(8-{[2-(4-chlorophenyl)imidazo[1,2-a]pyridin-3-yl]methyl}-3,8-diazabicyclo[3.2.1]oct-3-yl)(5-fluoro-2-methoxyphenyl)methanone ClC1=CC=C(C=C1)C=1N=C2N(C=CC=C2)C1CN1C2CN(CC1CC2)C(=O)C2=C(C=CC(=C2)F)OC